2-(2,3-dichlorophenyl)-4-[[phenylsulfonyl]oxy]-5-amino-3(2H)-furanone ClC1=C(C=CC=C1Cl)C1OC(=C(C1=O)OS(=O)(=O)C1=CC=CC=C1)N